N-((1r,3r)-3-(2-fluorophenyl)cyclobutyl)-4-(1-methyl-1H-imidazol-5-yl)pyrimidine-2-carboxamide FC1=C(C=CC=C1)C1CC(C1)NC(=O)C1=NC=CC(=N1)C1=CN=CN1C